[N-](S(=O)(=O)C(F)(F)F)S(=O)(=O)C(F)(F)F.C(CC)N1C=[N+](C=C1)C 1-Propyl-3-methylimidazolium bis(trifluoromethylsulfonyl)imid